(E)-1-methyl-imidazole-4-carboxamide CN1C=NC(=C1)C(=O)N